FC1=NC=CC=C1C1=CC(=CN1)C=O 5-(2-Fluoropyridin-3-yl)-1H-pyrrole-3-carbaldehyde